1-(1H-Benzoimidazol-5-yl)-4-benzylimino-5-(4-chlorophenyl)-imidazolidin-2-one N1C=NC2=C1C=CC(=C2)N2C(NC(C2C2=CC=C(C=C2)Cl)=NCC2=CC=CC=C2)=O